FC(C1=NN=C2N1CCN(C2)C(CC(CC2=C(C=C(C(=C2)F)F)F)=O)=O)(F)F 1-(3-(trifluoromethyl)-5,6-dihydro-[1,2,4]triazolo[4,3-a]pyrazine-7(8H)-yl)-4-(2,4,5-trifluorophenyl)butane-1,3-dione